C(CCCCCC=C)(=O)OCC1=CC=CC=C1 benzyl oct-7-enoate